icosa-5,8,11,14-tetraenoate C(CCCC=CCC=CCC=CCC=CCCCCC)(=O)[O-]